N1(CCCCC1)S(=O)(=O)C=1C=C(C=CC1)B(O)O 3-(PIPERIDIN-1-YLSULFONYL)PHENYLBORONIC ACID